C(#N)C1=CC(=C(COC2=CC=CC(=N2)N2C(CN(CC2)[C@@H](C)C2=NC3=C(N2C[C@H]2OCC2)C=C(C=C3)C(=O)OC)=O)C=C1)F Methyl 2-((S)-1-(4-(6-((4-cyano-2-fluorobenzyl) oxy) pyridin-2-yl)-3-oxopiperazin-1-yl) ethyl)-1-(((S)-oxetan-2-yl) methyl)-1H-benzo[d]imidazole-6-carboxylate